FC=1C=C(C(=O)N[C@@H](C(=O)O)C)C=C(C1)F (2R)-2-[(3,5-difluorobenzoyl)amino]propanoic acid